(3-fluorophenyl)furan-2-carboxamide FC=1C=C(C=CC1)C1=C(OC=C1)C(=O)N